C(CCC)C1=CC=C(C=C1)NC(C1=C(C=CC=C1)\C=C\C(=O)NO)=O (E)-N-(4-butylphenyl)-2-(3-(hydroxyamino)-3-oxoprop-1-en-1-yl)benzamide